C1=CC=CC2=CC(=CC=C12)N 6-naphthaleneamine